3-(2-CHLOROPHENYL)-4-CYCLOPROPYL-N-(2-(TRIFLUOROMETHYL)PYRIDIN-4-YL)ISOTHIAZOLE-5-CARBOXAMIDE ClC1=C(C=CC=C1)C1=NSC(=C1C1CC1)C(=O)NC1=CC(=NC=C1)C(F)(F)F